FC(C1=CC2=C(SC(=C2)C(=O)N[C@H](C(=O)N2[C@@H](CCC2)C(=O)N2CC(CC(C2)C2=CC=CC=C2)C(=O)O)C(C)(C)C)C=C1)(P(=O)(O)O)F 1-(((S)-2-(5-(difluoro(phosphono)methyl)benzo[b]thiophene-2-carboxamido)-3,3-dimethylbutanoyl)-L-prolyl)-5-phenylpiperidine-3-carboxylic acid